C(C1=CC=CC=C1)[C@H]1N(CCN(C1)S(=O)(=O)C)C=1N=CC2=C(N1)C(=NN2C=2C(=C(C(=C(C2)C(F)(F)F)F)O)F)C (R)-3-(5-(2-Benzyl-4-(methylsulfonyl)piperazin-1-yl)-3-methyl-1H-pyrazolo[4,3-d]pyrimidin-1-yl)-2,6-difluoro-5-(trifluoromethyl)phenol